N[C@H]1[C@@H](CCCC1)O trans-2-aminocyclohexanol